5-[2-(benzhydrylideneamino)-4-methylthiazol-5-yl]-3-trifluoromethyl-1-isoindolone C(C1=CC=CC=C1)(C1=CC=CC=C1)=NC=1SC(=C(N1)C)C=1C=C2C(=NC(C2=CC1)=O)C(F)(F)F